C(CCCCCCC)N(CCCCCCCC)C N,N-dioctylmethylamine